2,6-Dichlorobenzoindolol ClC1(N=C2C3=C(C=CC2=C1)C(=CC=C3)Cl)O